4-(4-((1R,5S)-3,8-diazabicyclo[3.2.1]octan-3-yl)-2-((hexahydro-1H-pyrrolizin-7a-yl)methoxy)-5,6-dihydropyrido[3,4-d]pyrimidin-7(8H)-yl)-5-ethyl-6-fluoronaphthalen-2-ol [C@H]12CN(C[C@H](CC1)N2)C=2C1=C(N=C(N2)OCC23CCCN3CCC2)CN(CC1)C1=CC(=CC2=CC=C(C(=C12)CC)F)O